2-[4-((10H-phenothiazin-10-yl) methyl)-1H-pyrazol-1-yl]Ethyl acetate C(C)(=O)OCCN1N=CC(=C1)CN1C2=CC=CC=C2SC=2C=CC=CC12